C(CCC1=C(C(=O)O)C=CC(=C1)N)C1=C(C(=O)[O-])C=CC(=C1)N.O=C1C(O)=C(O)[C@H](O1)[C@@H](O)CO.[Na+] Sodium L-ascorbate 1,3-Propylenebis(4-aminobenzoate)